(Z)-3-pentenal C(C\C=C/C)=O